ClC1=C(C(NN=C1)=O)C1=C(C(=CC=C1N1N=NC(=C1)C(F)(F)F)Cl)F 5-chloro-4-(3-chloro-2-fluoro-6-(4-(trifluoromethyl)-1H-1,2,3-triazol-1-yl)phenyl)pyridazin-3(2H)-one